ClC=1NC(C=C(N1)C)(N)C1=CC=NC=C1 2-chloro-4-methyl-6-(pyridin-4-yl)pyrimidin-6-amine